7-benzyl-2,4-dichloro-6-methyl-5,6,7,8-tetrahydropyrido[3,4-d]pyrimidine C(C1=CC=CC=C1)N1CC=2N=C(N=C(C2CC1C)Cl)Cl